OC1=C(C=C(C=C1)CCCCCCCCC)C(C)=NO 2-hydroxy-5-nonylphenyl-ethanone oxime